FC=1C=C(C=CC1C=1N=NNC1)NC(=O)C1=C(N=C(NC1=O)SC)O N-(3-fluoro-4-(1H-1,2,3-triazol-4-yl)phenyl)-4-hydroxy-2-(methylthio)-6-oxo-1,6-dihydropyrimidine-5-carboxamide